C(C)(C)(C)S(=O)(=O)N1CCC2=CC=C(C=C12)NC1=CC(=NC=C1C)NC1=CC(=C(C=C1)N1CCN(CC1)C)F N4-(1-(tert-Butylsulfonyl)indolin-6-yl)-N2-(3-fluoro-4-(4-methylpiperazin-1-yl)phenyl)-5-methylpyridine-2,4-diamine